BrC1=CC=C(C=C1)CO[C@@H]([C@H](C(=O)OC)NC(=O)OC(C)(C)C)C Methyl (2R,3R)-3-[(4-bromophenyl)methoxy]-2-[[(tert-butoxy)carbonyl]amino]butanoate